2-((2,3,5,6-tetrafluoro-4-sulfamoylphenyl)sulfonyl)ethyl pivalate C(C(C)(C)C)(=O)OCCS(=O)(=O)C1=C(C(=C(C(=C1F)F)S(N)(=O)=O)F)F